NC=1C(=NC=C(N1)Cl)SC=1C(=C(C(=O)OC)C=CC1)Cl methyl 3-((3-amino-5-chloropyrazin-2-yl)thio)-2-chlorobenzoate